ClC1=C(C(=CC=C1)F)COC1=CC2=C([C@@]3(CCN([C@@H]3CC2)C(CN2CCS(CC2)(=O)=O)=O)S(=O)(=O)C2=CC=C(C=C2)F)C=C1 4-{2-[(3aR,9bR)-7-[(2-chloro-6-fluorophenyl)methoxy]-9b-(4-fluorobenzenesulfonyl)-1H,2H,3H,3aH,4H,5H,9bH-benzo[e]indol-3-yl]-2-oxoethyl}-1λ6-thiomorpholine-1,1-dione